(R)-1-((4-(4-phenylindolin-1-yl)pyrido[3,2-d]pyrimidin-7-yl)methyl)pyrrolidine-3-carboxylic acid C1(=CC=CC=C1)C1=C2CCN(C2=CC=C1)C=1C2=C(N=CN1)C=C(C=N2)CN2C[C@@H](CC2)C(=O)O